N-(Cyanomethyl)-5-(3-(piperidine-1-carbonyl)pyrazolo[1,5-a]Pyridin-7-yl)nicotinamide C(#N)CNC(C1=CN=CC(=C1)C1=CC=CC=2N1N=CC2C(=O)N2CCCCC2)=O